(S)-3-(3-bromo-5-(difluoromethyl)phenyl)-2-((tert-butoxycarbonyl)amino)propanoic acid BrC=1C=C(C=C(C1)C(F)F)C[C@@H](C(=O)O)NC(=O)OC(C)(C)C